C(C(=C)C)(=O)NCCCCl methacryloylaminopropyl chloride